C1(CC1)OC=1C=C(C(=O)OC)C=CC1C methyl 3-cyclopropoxy-4-methylbenzoate